C(C1=CC=CC=C1)N(CC(CC(C)(C)C)O)CCO 1-(benzyl-(2-hydroxyethyl)amino)-4,4-dimethylpentan-2-ol